2-(((S)-5-methoxy-1,2,3,4-tetrahydronaphthalen-2-yl)amino)-2-phenylacetic acid tert-butyl ester hydrochloride Cl.C(C)(C)(C)OC(C(C1=CC=CC=C1)N[C@@H]1CC2=CC=CC(=C2CC1)OC)=O